C(C)(=O)N1CCC(CC1)NC1=CC(=NC=N1)C(=O)NCC(CN1CC2=C(NC=3C=CC=CC23)CC1)O 6-[(1-acetylpiperidin-4-yl)amino]-N-(2-hydroxy-3-{1H,2H,3H,4H,5H-pyrido[4,3-b]indol-2-yl}propyl)pyrimidine-4-carboxamide